2-(2,5-dichlorophenyl)methyl-4,4-dimethyl-3-isoxazolidinone ClC1=C(C=C(C=C1)Cl)CN1OCC(C1=O)(C)C